C(C=C)N(C1=C(C=C(C=C1)Cl)[N+](=O)[O-])CC=C N,N-diallyl-4-chloro-2-nitroaniline